(S)-N-((9-amino-4-ethyl-8-fluoro-4-hydroxy-3,14-dioxo-3,4,12,14-tetrahydro-1H-pyrano[3',4':6,7]indolizino-[1,2-b]quinolin-11-yl)methyl)-2-hydroxy-N-methylacetamide NC1=CC=2C(=C3C(=NC2C=C1F)C1=CC2=C(C(N1C3)=O)COC([C@]2(O)CC)=O)CN(C(CO)=O)C